C(C)(C)(C)OC(=O)NCCOC1=C(C=CC(=C1)F)NC1=C(C(=O)OC)C=C(C=C1)C(F)(F)F methyl 2-((2-(2-((tert-Butoxycarbonyl) amino) ethoxy)-4-fluorophenyl) amino)-5-(trifluoromethyl)-benzoate